[5-[5-[4-chloro-3-[cyclopropyl(methyl)carbamoyl] phenyl]isoxazol-3-yl]-1-methyl-4-(trifluoromethyl)pyrazol-3-yl]1,1,2,2,3,3,4,4,4-nonafluorobutane-1-sulfonate ClC1=C(C=C(C=C1)C1=CC(=NO1)C1=C(C(=NN1C)OS(=O)(=O)C(C(C(C(F)(F)F)(F)F)(F)F)(F)F)C(F)(F)F)C(N(C)C1CC1)=O